CC1=CC=C(CNCC#C)C=C1 N-(4-methylbenzyl)prop-2-yn-1-amine